3-bromo-6-iodo-8-methyl-imidazo[1,2-a]pyridine BrC1=CN=C2N1C=C(C=C2C)I